C(C=C)(=O)NC1=C(C=CC=C1)C1CCNC=2N1N=C(C2C(=O)N)C2=CC(=C(C=C2)OCC2=NC=CC=C2)Cl 7-(2-Acrylamidophenyl)-2-(3-chloro-4-(pyridin-2-ylmethoxy)phenyl)-4,5,6,7-tetrahydropyrazolo[1,5-a]pyrimidine-3-carboxamide